FC1=C(C2=C(C(=N1)OC)N=C(S2)[NH-])C2CCOCC2 [6-fluoro-4-methoxy-7-(tetrahydro-pyran-4-yl)-thiazolo[4,5-c]pyridin-2-yl]-amid